C1(=CC=CC=C1)P(=CC(C)=O)(C1=CC=CC=C1)C1=CC=CC=C1 1-(triphenylphosphoranylidene)-2-propanone